(4,6-dimethylpyridin-2-yl)benzamide CC1=CC(=NC(=C1)C)C1=C(C(=O)N)C=CC=C1